2-(6-{5-chloro-2-[(oxacyclohex-4-yl)amino]pyrimidin-4-yl}-1-oxo-2,3-dihydro-1H-isoindol-2-yl)-N-[(1S,2S)-2-hydroxy-1-(3-methylphenyl)propyl]acetamide ClC=1C(=NC(=NC1)NC1CCOCC1)C1=CC=C2CN(C(C2=C1)=O)CC(=O)N[C@H]([C@H](C)O)C1=CC(=CC=C1)C